BrC1=CC2=C(C3=C(S2)C=CC(=C3)S(=O)(=O)O)C=C1 7-bromo-dibenzo[b,d]thiophene-2-sulfonic acid